(1R,3S)-3-(3-{[(5-methylpyrazin-2-yl)acetyl]amino}-1H-pyrazol-5-yl)cyclopentyl tert-butylcarbamate C(C)(C)(C)NC(O[C@H]1C[C@H](CC1)C1=CC(=NN1)NC(CC1=NC=C(N=C1)C)=O)=O